N,N-bis-(N,N-dimethyl-2-aminoethyl)methylamine CN(CCN(CCN(C)C)C)C